COC1=CC=C(CN2CC(NCC2)C2=C(CN3CCOCC3)C=CC=C2)C=C1 4-(2-(4-(4-methoxybenzyl)piperazin-2-yl)benzyl)morpholine